N,N-dipropyl-naphtho[2,1-d]thiazole-2-amine C(CC)N(C=1SC2=C(N1)C=CC1=CC=CC=C12)CCC